6-tert-butyl-p-ethylphenol C(C)(C)(C)C1=CC(=CC=C1O)CC